(6s,7S)-6-((R)-5H-imidazo[5,1-a]isoindol-5-yl)-4,5,6,7-tetrahydrobenzo[d]thiazol-7-ol C=1N=CN2C1C1=CC=CC=C1[C@H]2[C@H]2[C@@H](C1=C(N=CS1)CC2)O